ClC=1C2=C(N=C(N1)F)N(C=C2I)C 4-chloro-2-fluoro-5-iodo-7-methyl-7H-pyrrolo[2,3-d]pyrimidine